4,5,6-tribromo-1,2,3-trimethoxybenzene tert-Butyl-4-(6-(hydroxymethyl)pyridin-3-yl)piperazine-1-carboxylate C(C)(C)(C)OC(=O)N1CCN(CC1)C=1C=NC(=CC1)CO.BrC1=C(C(=C(C(=C1Br)Br)OC)OC)OC